Cl.N(=[N+]=[N-])N1N=C2C(N=CN=C2NCCCC)=C1 azido-N-butyl-2H-pyrazolo[4,3-d]pyrimidin-7-amine hydrochloride